COC(=O)C1=C(C(=CC(=C1)F)N=C(C1=CC=CC=C1)C1=CC=CC=C1)OC(C(F)(F)F)C ((diphenylmethylene)amino)-5-fluoro-2-((1,1,1-trifluoropropan-2-yl)oxy)benzeneFormic acid methyl ester